5,5-Dibromo-2-chloro-7-{[2-(trimethylsilyl)ethoxy]methyl}-5,7-dihydro-6H-pyrrolo[2,3-d]pyrimidin-6-one BrC1(C(N(C=2N=C(N=CC21)Cl)COCC[Si](C)(C)C)=O)Br